(1R,3S)-3-(3-(2-(3-hydroxy-2-((E)-(isopropylimino)methyl)phenoxy)acetamido)-1H-pyrazol-5-yl)cyclopentyl (1-methylcyclopropyl)carbamate CC1(CC1)NC(O[C@H]1C[C@H](CC1)C1=CC(=NN1)NC(COC1=C(C(=CC=C1)O)/C=N/C(C)C)=O)=O